FC=1C=C2CN(CC2=CC1)C(CNC12CC3(C[C@@H](C[C@H](C1)C3)C2)NC(C2=CN=CC=C2)=O)=O N-((1s,3r,5R,7S)-3-((2-(5-fluoroisoindolin-2-yl)-2-oxoethyl)amino)adamantan-1-yl)nicotinamide